2-[2-[2-(2-Hexyloxyethoxy)Ethoxy]Ethoxy]Ethyl 3-Mercaptopropionate SCCC(=O)OCCOCCOCCOCCOCCCCCC